4-(benzyloxy)-3-hydroxy-5-methoxybenzoic acid methyl ester COC(C1=CC(=C(C(=C1)OC)OCC1=CC=CC=C1)O)=O